t-butyl 7-(6-aminopyridin-3-yl)-2,3-dihydrobenzo[f][1,4]oxazepine-4(5H)-carboxylate NC1=CC=C(C=N1)C=1C=CC2=C(CN(CCO2)C(=O)OC(C)(C)C)C1